CN(C(C(=O)O)=O)C1COC2=C1C=CC(=C2)C=2C=NC(=CC2)C(NC)=O 2-(methyl(6-(6-(methylcarbamoyl)pyridin-3-yl)-2,3-dihydrobenzofuran-3-yl)amino)-2-oxoacetic acid